(3aR,5S,6aS)-5-benzyl-2-((S)-2-hydroxy-2-(4-hydroxyphenyl)ethyl)octahydrocyclopenta[c]pyrrol-5-ol C(C1=CC=CC=C1)C1(C[C@@H]2[C@@H](CN(C2)C[C@H](C2=CC=C(C=C2)O)O)C1)O